(tetrahydro-2H-pyran-2-yl)Oxygen O1C(CCCC1)[O]